BrC=1C=NC2=CC=C(N=C2C1C(CCN(C(OC(C)(C)C)=O)C(=O)OC(C)(C)C)O)OC Tert-butyl N-[3-(3-bromo-6-methoxy-1,5-naphthyridin-4-yl)-3-hydroxy-propyl]-N-tert-butoxycarbonyl-carbamate